2-(2-(chloromethyl)-5-fluorophenyl)tetrahydrofuran ClCC1=C(C=C(C=C1)F)C1OCCC1